6-fluoro-4-nitroisobenzofuran-1(3H)-one FC1=CC(=C2COC(C2=C1)=O)[N+](=O)[O-]